[Cl-].O.O.[Ru+2].[Cl-] ruthenium (II) dihydrate chloride